5-Bromo-4,6-dimethoxypyrimidin-2-ylbis-(4-methoxybenzyl)amine BrC=1C(=NC(=NC1OC)N(CC1=CC=C(C=C1)OC)CC1=CC=C(C=C1)OC)OC